C1(=CC=CC=C1)C=1C(=C(C=CC1)C=1C(=CC=CC1)C1=CC=CC=C1)C1=C(C(=CC=2C3=CC=CC=C3CC12)C)C (phenyl)[(dimethylfluorenyl)terphenyl]